CN(C1=CC=C(C(=O)NC=2C=C3C=C(NC3=CC2)/C=C/C(=O)OCC)C=C1)C Ethyl (E)-3-(5-(4-(dimethylamino)benzamido)-1H-indol-2-yl)acrylate